N-pivaloyl-O-(trans-3-(2-(5,6,7,8-tetrahydro-1,8-naphthyridin-2-yl)ethyl)cyclobutyl)homoserine C(C(C)(C)C)(=O)N[C@@H](CCO[C@@H]1C[C@H](C1)CCC1=NC=2NCCCC2C=C1)C(=O)O